ClC1=C(C=C(C=C1)F)C(=O)C=1C(=CC2=C(N(C(N2CC(F)(F)F)=O)C)C1C#N)C1=C(C(=O)N)C=C(C=C1C(F)(F)F)F {6-[(2-chloro-5-fluorophenyl)carbonyl]-7-cyano-1-methyl-2-oxo-3-(2,2,2-trifluoroethyl)benzo[d]imidazol-5-yl}-5-fluoro-3-(trifluoromethyl)benzamide